ClC1=CC=C2C(=C(NC2=C1Cl)C(=O)NN)C=1C=NN(C1)C1OCCCC1 6,7-dichloro-3-(1-tetrahydropyran-2-ylpyrazol-4-yl)-1H-indole-2-carbohydrazide